ClC1=NC=C(C=C1OCC)C(F)(F)F 2-chloro-3-ethoxy-5-trifluoromethylpyridine